CC([C@@H](C(=O)N1[C@@H]([C@H]2C([C@H]2C1)(C)C)C(=O)O)NC(C(F)(F)F)=O)(C)C (1R,2S,5S)-3-[(S)-3,3-dimethyl-2-(2,2,2-trifluoroacetylamino)butanoyl]-6,6-dimethyl-3-azabicyclo[3.1.0]hexane-2-carboxylic acid